2,4-dicarboxyphenyl-diethyl-phosphine oxide C(=O)(O)C1=C(C=CC(=C1)C(=O)O)P(CC)(CC)=O